N1(CCNCCCNCCNCCC1)C(=O)O 1,4,8,11-tetraazacyclotetradecanoic acid